1-(2,6-dimethylphenyl)-4-methyl-5-oxo-4,5-dihydro-1H-1,2,4-triazole-3-carboxamide CC1=C(C(=CC=C1)C)N1N=C(N(C1=O)C)C(=O)N